(S)-N-(6-chloro-1-cyclobutyl-1H-benzo[d]imidazol-2-yl)-2,2-dimethylcyclopropane-1-carboxamide ClC=1C=CC2=C(N(C(=N2)NC(=O)[C@@H]2C(C2)(C)C)C2CCC2)C1